N[C@@H]1C[C@@H]2N([C@H](OC2)C2=CC=CC=C2)C1=O (3R,6R,7aS)-6-amino-3-phenyltetrahydropyrrolo[1,2-c]oxazol-5(3H)-one